OC(COC1=C(C=CC=C1)C1=CC=CC=2CC3=CC=CC=C3C12)C 4-(2-hydroxypropoxyphenyl)fluorene